(+-)-(5-methyl-2,3-dihydro-1H-inden-2-yl)methanol CC=1C=C2C[C@@H](CC2=CC1)CO |r|